C1(CC1)N1C(NC=2C(C1=O)=C(N(C(C2C)=O)C)NC2=C(C=C(C=C2)I)F)=O 3-cyclopropyl-5-(2-fluoro-4-iodo-phenylamino)-6,8-dimethyl-2,4,7-trioxo-3,4,6,7-tetrahydro-2H-pyrido[4,3-d]pyrimidin